(S)-4-(2-(trifluoromethyl)pyrrolidin-1-yl)-N-(1-(3,4,5-trimethoxyphenyl)-1H-imidazol-4-yl)pyrrolo[2,1-f][1,2,4]triazin-2-amine FC([C@H]1N(CCC1)C1=NC(=NN2C1=CC=C2)NC=2N=CN(C2)C2=CC(=C(C(=C2)OC)OC)OC)(F)F